C(C)(C)(C)OC(=O)NC=1C(=C(C=C(C1)C#N)N1[C@H](CN(CC1)C(=O)OC(C)(C)C)C)Cl Tert-butyl (S)-4-(3-((tert-butoxycarbonyl)amino)-2-chloro-5-cyanophenyl)-3-methylpiperazine-1-carboxylate